(9R,13S)-13-[4-(5-chloro-2-iodophenyl)-6-oxo-1,6-dihydropyrimidin-1-yl]-3,9-dimethyl-3,4,7,15-tetraazatricyclo[12.3.1.02,6]octadeca-1(18),2(6),4,14,16-pentaen-8-one trifluoroacetate FC(C(=O)O)(F)F.ClC=1C=CC(=C(C1)C=1N=CN(C(C1)=O)[C@H]1CCC[C@H](C(NC=2C=NN(C2C=2C=CN=C1C2)C)=O)C)I